ClC1=NC(=CC=N1)C1=CC(=C(C=C1)C#N)F 2-chloro-6-(4-cyano-3-fluorophenyl)pyrimidine